N'-(trityl)-D-asparagine C(C1=CC=CC=C1)(C1=CC=CC=C1)(C1=CC=CC=C1)NC(C[C@@H](N)C(=O)O)=O